4-((3-(methylthio)pyridin-2-yl)amino)pyridazine-3-carboxamide CSC=1C(=NC=CC1)NC1=C(N=NC=C1)C(=O)N